rhenium-titanium-palladium [Pd].[Ti].[Re]